O1COCC2=C1C=CC=C2C(CN2C=NC=C2)=O 1-(benzo[d][1,3]dioxan-5-yl)-2-(1H-imidazol-1-yl)ethan-1-one